C(C)(C)(C)OC(=O)N1CC(C1)C1=CC=C(C=C1)OC1=CC=C(C=C1)F 3-[4-(4-fluorophenoxy)phenyl]Azetidine-1-carboxylic acid tert-butyl ester